FC=1C=C(C=CC1)CNC(=O)C=1C(N(C2=CC(=CC=C2C1C)C(F)(F)F)C)=S N-[(3-Fluorophenyl)-methyl]-1,4-dimethyl-2-thioxo-7-(trifluoromethyl)-1H-quinoline-3-carboxylic acid amide